CC1(C(N(C(N1)=O)CC1=CC=C(C=C1)C=C)=O)C 5,5-dimethyl-3-(4-vinylbenzyl)imidazolidine-2,4-dione